CN1C(C2=CC=C(C=C2C1)B1OC(C(O1)(C)C)(C)C)=O 2-methyl-5-(4,4,5,5-tetramethyl-1,3,2-dioxaborolan-2-yl)-3H-isoindol-1-one